7-(8-Chloro-3-((2,5-dimethyl-1,2,3,4-tetrahydroisoquinolin-7-yl)amino)-7-fluoroisoquinolin-6-yl)-8-Methyl-2,3-dihydro-1H-pyrido[2,3-b][1,4]oxazine-1-carboxylate ClC=1C(=C(C=C2C=C(N=CC12)NC1=CC(=C2CCN(CC2=C1)C)C)C1=C(C2=C(OCCN2C(=O)[O-])N=C1)C)F